C(C1=CC=CC=C1)OC[C@@H]1[C@H](N(CC1)C(=O)OC(C)(C)C)CO[Si](C1=CC=CC=C1)(C1=CC=CC=C1)C(C)(C)C tert-butyl (2S,3S)-3-[(benzyloxy)methyl]-2-{[(tert-butyldiphenylsilyl)oxy]methyl}pyrrolidine-1-carboxylate